tert-butyl (2R)-2-[[4-(2-cyanoacetyl)-3-methoxy-phenyl]methyl]pyrrolidine-1-carboxylate C(#N)CC(=O)C1=C(C=C(C=C1)C[C@@H]1N(CCC1)C(=O)OC(C)(C)C)OC